2,4-dihydroxyphenyl-dimethylsulfonium trifluoromethanesulfonate FC(S(=O)(=O)[O-])(F)F.OC1=C(C=CC(=C1)O)[S+](C)C